5-ethoxy-3-phenyl-1,2,4-thiadiazole C(C)OC1=NC(=NS1)C1=CC=CC=C1